C(C)(C)(C)OC(NC1C(N(C(C(C1)C1=CC=CC=C1)C)CCOCCCOC1OCCCC1)=O)=O N-[6-methyl-2-oxo-5-phenyl-1-[2-(3-tetrahydropyran-2-yloxypropoxy)ethyl]-3-piperidinyl]carbamic acid tert-butyl ester